4-fluoro-4-piperidinemethanol hydrochloride Cl.FC1(CCNCC1)CO